methoxytetrahydrofuran-3-ol COC1OCCC1O